ClC=1C(=NC=CC1C1=NC(=C(C=C1)CNC[C@H]1CCC(N1)=O)OC)C1=C(C(=CC=C1)NC1=NC=CC(=C1F)CN(C)CCO)Cl (R)-5-((((3'-chloro-2'-(2-chloro-3-((3-fluoro-4-(((2-hydroxyethyl)(methyl)amino)methyl)pyridin-2-yl)amino)phenyl)-6-methoxy-[2,4'-bipyridin]-5-yl)methyl)amino)methyl)pyrrolidin-2-one